4-((2,3-dihydrobenzo[b][1,4]dioxin-6-yl)oxy)piperidine O1C2=C(OCC1)C=C(C=C2)OC2CCNCC2